sodium p-anisate C(C1=CC=C(C=C1)OC)(=O)[O-].[Na+]